N-(7'-methoxy-1',3'-dimethyl-2'-oxo-1',2',3,4-tetrahydro-2H-[1,5'-biquinoline]-7-yl)methanesulfonamide tert-butylperoxy-3,5,5-trimethylhexanoate C(C)(C)(C)OOC(C(=O)O)C(CC(C)(C)C)C.COC=1C=C(C=2C=C(C(N(C2C1)C)=O)C)N1CCCC2=CC=C(C=C12)NS(=O)(=O)C